C(CCCCCCCCCCCCCCCCC)(=O)OCCCCCCCCCCCCCCCCCC stearyl alcohol octadecanoate